7-Methyl-1,5,6,7,8,9-hexahydroimidazo[4',5':4,5]benzo[1,2-d]azepine CN1CCC2=C(CC1)C=C1C(=C2)NC=N1